1-(carboxymethyl)-2,6-dimethyl-4-phenylpyridinium C(=O)(O)C[N+]1=C(C=C(C=C1C)C1=CC=CC=C1)C